3,5-dichlorobenzylhydrazine ClC=1C=C(CNN)C=C(C1)Cl